C(C)(C)(C)C(C(C#N)(C)N=NC(C#N)(C)C)C(C)(C)C ditertiary butyl-azodiisobutyronitrile